undecyl 6-[4-(N-tert-butoxycarbonyl-N-methylamino)butylamino]-5-hydroxyhexanoate C(C)(C)(C)OC(=O)N(C)CCCCNCC(CCCC(=O)OCCCCCCCCCCC)O